(P)-N-(isoxazol-3-yl)-1-(2-methoxy-5-methyl-4-((1R,2R)-2-(trifluoromethyl)cyclopropyl)phenyl)-2-oxo-1,2-dihydroquinoline-6-sulfonamide O1N=C(C=C1)NS(=O)(=O)C=1C=C2C=CC(N(C2=CC1)C1=C(C=C(C(=C1)C)[C@H]1[C@@H](C1)C(F)(F)F)OC)=O